2-[3-chloro-2-fluoro-4-[8-[4-[4-[(3S)-3-(hydroxymethyl)piperazine-1-carbonyl]piperidine-1-carbonyl]-3-methylanilino]imidazo[1,2-a]pyrazin-3-yl]phenoxy]acetonitrile ClC=1C(=C(OCC#N)C=CC1C1=CN=C2N1C=CN=C2NC2=CC(=C(C=C2)C(=O)N2CCC(CC2)C(=O)N2C[C@H](NCC2)CO)C)F